N-((5-((Dimethylamino)methyl)-1-methyl-1H-pyrazol-3-yl)sulfonyl)-2-(4-fluoro-2-isopropyl-6-(2-methoxypyridin-4-yl)phenyl)acetamide, potassium salt [K].CN(C)CC1=CC(=NN1C)S(=O)(=O)NC(CC1=C(C=C(C=C1C1=CC(=NC=C1)OC)F)C(C)C)=O